N-[1-(2,6-Difluoro-4-methoxyphenyl)-4-ethyl-1H-imidazol-2-yl]-4-(difluoromethoxy)benzamide FC1=C(C(=CC(=C1)OC)F)N1C(=NC(=C1)CC)NC(C1=CC=C(C=C1)OC(F)F)=O